FC=1C=C(C=CC1O)C(CN1C[C@@H]2[C@H](C1)CC(C2)(O)CC2=CC=C(C=C2)F)=O 1-(3-fluoro-4-hydroxyphenyl)-2-((3aR,5r,6aS)-5-(4-fluorobenzyl)-5-hydroxyhexa-hydrocyclopenta[c]pyrrol-2(1H)-yl)ethanone